CC([C@@H](C(=O)O)NS(=O)(=O)C=1C=CC2=C(OC3=C2C=CC(=C3)N3C(OCC3)=O)C1)C (S)-3-methyl-2-(7-(2-oxooxazolidin-3-yl)dibenzo[b,d]furan-3-sulfonamido)butanoic acid